1-(7-Methoxy-1H-indol-6-yl)dihydropyrimidine-2,4(1H,3H)-dione COC=1C(=CC=C2C=CNC12)N1C(NC(CC1)=O)=O